di-tert-Butyl (4aR,6aR,9S,11aS)-11-oxo-2,3,4,4a,6a,7,8,9,11,11a-decahydro-1H-pyrido[3,2-e]pyrrolo[1,2-a]azepine-1,9-dicarboxylate O=C1[C@@H]2[C@@H](C=C[C@@H]3N1[C@@H](CC3)C(=O)OC(C)(C)C)CCCN2C(=O)OC(C)(C)C